(Azetidin-1-yl)-N-(3-phenylpropyl)-1H-benzo[d]-imidazole-1-carboxamide N1(CCC1)C1=NC2=C(N1C(=O)NCCCC1=CC=CC=C1)C=CC=C2